(tert-Butoxycarbonyl)-L-serine C(C)(C)(C)OC(=O)N[C@@H](CO)C(=O)O